COC(=O)C=1C(N(C2=CC(=CC=C2C1N)Br)C1=CC=C(C=C1)Br)=O 4-Amino-7-bromo-1-(4-bromophenyl)-2-oxo-1,2-dihydroquinoline-3-carboxylic acid methyl ester